C(C)C(C(=O)N1C(=NCC1)N1CCCC1)CC 2-ethyl-1-(2-(pyrrolidin-1-yl)-4,5-dihydro-1H-imidazol-1-yl)butan-1-one